N-((3S,4S)-3-((8-(cyclopropylmeth-yl)-6-(2,6-difluoro-3,5-dimethoxy-phenyl)pyrido[3,4-d]pyrimidin-2-yl)amino)tetrahydro-2H-pyran-4-yl)acrylamide C1(CC1)CC1=NC(=CC2=C1N=C(N=C2)N[C@@H]2COCC[C@@H]2NC(C=C)=O)C2=C(C(=CC(=C2F)OC)OC)F